1-(naphthalene-2-yl)ethylamine C1=C(C=CC2=CC=CC=C12)C(C)N